1-methyl-5-(4,4,5,5-tetramethyl-1,3,2-dioxaborolan-2-yl)-1,2-dihydropyridin-2-one CN1C(C=CC(=C1)B1OC(C(O1)(C)C)(C)C)=O